3,3-Dimethyl-5-(o-tolyl)-N-pentylmorpholine-4-carboxamide tert-Butyl-N-[1,1-dimethyl-2-[2-(o-tolyl)-2-oxoethoxy]ethyl]carbamate C(C)(C)(C)OC(NC(COCC(=O)C1=C(C=CC=C1)C)(C)C)=O.CC1(N(C(COC1)C1=C(C=CC=C1)C)C(=O)NCCCCC)C